[N+](=O)([O-])C1=CC=C(C=C1)N1CCN(CC1)C1CC2(CC1)CCN(CC2)C=2C=C1C=NNC(C1=CC2)=O 6-(2-(4-(4-nitrophenyl)piperazin-1-yl)-8-azaspiro[4.5]decan-8-yl)phthalazin-1(2H)-one